ClC1=CC2=C(N=C(N=C2OC)C2=CC3=CN(N=C3C(=C2OCOC)F)C)N=C1 5-{6-chloro-4-methoxypyrido[2,3-d]pyrimidin-2-yl}-7-fluoro-6-(methoxymethoxy)-2-methylindazole